Cl.C(C)S(=O)(=O)/C=C/[C@@H](C)N (R,E)-4-(ethylsulfonyl)but-3-en-2-amine hydrochloride